N-(4-amino-2-methylquinolin-6-yl)-7-(3,4,5-trimethoxyphenyl)quinoline-2-carboxamide NC1=CC(=NC2=CC=C(C=C12)NC(=O)C1=NC2=CC(=CC=C2C=C1)C1=CC(=C(C(=C1)OC)OC)OC)C